bis(phosphinic acid) zinc salt [Zn+2].[PH2]([O-])=O.[PH2]([O-])=O